(difluoromethyl)-5-(5-fluoro-6-((4-(3-(piperazin-1-yl)phenyl)-1H-1,2,3-triazol-1-yl)methyl)pyridin-3-yl)-1,3,4-oxadiazole FC(F)C=1OC(=NN1)C=1C=NC(=C(C1)F)CN1N=NC(=C1)C1=CC(=CC=C1)N1CCNCC1